[In]=S.[Zn] Zinc-indium sulfide